(R)-2-(3,6-dihydro-2H-pyran-4-yl)-5-oxo-6-(piperazin-1-yl)-N-(4-(trifluoromethyl)phenyl)-5,7,8,9-tetrahydropyrrolo[1,2-c][1,2,4]triazolo[1,5-a]pyrimidine-9-carboxamide O1CCC(=CC1)C1=NN2C(N3C(=C(C2=O)N2CCNCC2)CC[C@@H]3C(=O)NC3=CC=C(C=C3)C(F)(F)F)=N1